C(C1=CC=CC=C1)OC(=O)N1C2C3=C(C=CC=C3C(C=C1)C2)Cl 6-Chloro-9-aza-tricyclo[6.3.1.02,7]dodeca-2,4,6,10-tetraene-9-carboxylic Acid benzyl ester